6-(1-isopropyl-1H-pyrazol-5-yl)-5-(3-((1R)-3-(trifluoromethoxy)cyclopentyl)phenyl)pyrazin-2-amine C(C)(C)N1N=CC=C1C1=C(N=CC(=N1)N)C1=CC(=CC=C1)[C@H]1CC(CC1)OC(F)(F)F